5-((1S,3R)-2-(2-Fluoro-2-methylpropyl)-3-methyl-2,3,4,9-tetrahydro-1H-pyrido[3,4-b]indol-1-yl)-2-((1-(3-fluoropropyl)azetidin-3-yl)methyl)thiazole FC(CN1[C@@H](C=2NC3=CC=CC=C3C2C[C@H]1C)C1=CN=C(S1)CC1CN(C1)CCCF)(C)C